6-cyclopropaneamido-4-{[5-ethyl-2-methoxy-3-(2-methyl-2H-1,2,3-triazol-4-yl)phenyl]amino}-N-(2H3)methylpyridazine-3-carboxamide C1(CC1)C(=O)NC1=CC(=C(N=N1)C(=O)NC([2H])([2H])[2H])NC1=C(C(=CC(=C1)CC)C1=NN(N=C1)C)OC